4-chloro-N1-[(3,4-difluorophenyl)methyl]-6-fluoro-N3-(3-methyl-2-pyridyl)benzene-1,3-dicarboxamide ClC1=C(C=C(C(=C1)F)C(=O)NCC1=CC(=C(C=C1)F)F)C(=O)NC1=NC=CC=C1C